C1(=CC=CC=C1)C=1C=C(C=C)C=CC1 M-phenyl-styrene